ClC=1C=C2CC(C(C2=CC1)=O)(C(=O)OC)O methyl 5-chloro-2,3-dihydro-2-hydroxy-1-oxo-1H-inden-2-carboxylate